NC1=C(C=C(C=C1C(=O)N)\C=C\C(=O)NC1=CC=C(C=C1)OCC)C1=CC=C(C=C1)S(N)(=O)=O (E)-2-amino-5-(3-((4-ethoxyphenyl)amino)-3-oxoprop-1-en-1-yl)-4'-sulfamoyl-[1,1'-biphenyl]-3-carboxamide